O1CCN(CC1)S(=O)(=O)C=1C=NC2=CC=C(C=C2C1NC1=C(C(=O)O)C=CC=C1)C1=CC=C2CC(NC2=C1)=O 2-[[3-morpholinosulfonyl-6-(2-oxoindolin-6-yl)-4-quinolyl]amino]benzoic acid